C(C)OC(\C=C\C(=O)O)=O Fumaric acid monoethyl ester